2-({4-[3-(methylsulfanyl)-1H-indazol-5-yl]-1-oxo-2,3-dihydro-1H-isoindol-2-yl}methyl)prop-2-enenitrile CSC1=NNC2=CC=C(C=C12)C1=C2CN(C(C2=CC=C1)=O)CC(C#N)=C